C1=CC=CC=2C=CC=3C(=C4C=CC=CC4=NC3C21)C=CC2=C1C=CC=CC1=NC=1C3=C(C=CC21)C=CC=C3 1,2-bis(7-benzo[c]acridinyl)ethene